(3-acrylamidopropyl)-trimethylammonium C(C=C)(=O)NCCC[N+](C)(C)C